(5-(3-cyclobutyl-7-(pyrrolidin-1-ylmethyl)-1H-pyrazolo[4,3-b]pyridin-5-yl)-1-oxoisoindolin-2-yl)piperidine-2,6-dione C1(CCC1)C1=NNC=2C1=NC(=CC2CN2CCCC2)C=2C=C1CN(C(C1=CC2)=O)N2C(CCCC2=O)=O